ethyl-5-(pyridin-4-yl)-2-(4-(trifluoromethyl)phenyl)oxazole-4-carboxamide C(C)NC(=O)C=1N=C(OC1C1=CC=NC=C1)C1=CC=C(C=C1)C(F)(F)F